C(#N)CC(CC)NC(C1=C(C=C(C(=C1)F)N1N=C(N(C1=O)C)CC)O[C@@H](C)C1=CC=CC=C1)=O N-(1-cyanobutan-2-yl)-4-(3-ethyl-4-methyl-5-oxo-4,5-dihydro-1H-1,2,4-triazol-1-yl)-5-fluoro-2-[(1S)-1-phenylethoxy]benzamide